ClC1=CC=C(C=N1)NC1=NC=CC2=CC(=CC=C12)OCC1CN(C1)C(C)=O 1-(3-(((1-((6-chloropyridin-3-yl)amino)isoquinolin-6-yl)oxy)methyl)azetidin-1-yl)ethan-1-one